BrC1=CC(=C(N)C=C1C)OC1CC1 4-bromo-2-cyclopropoxy-5-methylaniline